CS(=O)(=O)NC1=NC=CC(=N1)COC1=CC=C(C=C1)C(C)(C)C1=CC=C(OC2CCN(CC2)C(=O)OC(C)(C)C)C=C1 tert-butyl 4-(4-(2-(4-((2-(methanesulfonamido)pyrimidin-4-yl)methoxy)phenyl)propan-2-yl)phenoxy)piperidin-1-carboxylate